N-(4-bromophenyl)ethylsulfamide tert-butyl-4-((5-(2,6-dioxopiperidin-3-yl)-4-oxo-5,6-dihydro-4H-thieno[3,4-c]pyrrol-1-yl)methoxy)-benzylcarbamate C(C)(C)(C)OC(NCC1=CC=C(C=C1)OCC=1SC=C2C1CN(C2=O)C2C(NC(CC2)=O)=O)=O.BrC2=CC=C(C=C2)CCNS(=O)(=O)N